2,2,2-trifluoroethylammonium tetrakis(pentafluorophenyl)borate FC1=C(C(=C(C(=C1[B-](C1=C(C(=C(C(=C1F)F)F)F)F)(C1=C(C(=C(C(=C1F)F)F)F)F)C1=C(C(=C(C(=C1F)F)F)F)F)F)F)F)F.FC(C[NH3+])(F)F